CC(C#C)(C)NC(=O)C1=NC=CC(=C1)NC(CC1=C(C=C(C(=C1)O)C(CO)(C)C)F)=O N-(1,1-Dimethylprop-2-ynyl)-4-[[2-[2-fluoro-5-hydroxy-4-(2-hydroxy-1,1-dimethyl-ethyl)phenyl]acetyl]amino]pyridine-2-carboxamide